1-(2-(aminomethyl)phenyl)-N,N-dimethyl-1H-pyrazol-4-amine NCC1=C(C=CC=C1)N1N=CC(=C1)N(C)C